racemic-benzyl (1R,6R)-7-((6-chloropyrazolo[1,5-a]pyrazin-4-yl)oxy)-7-methyl-2-azabicyclo[4.2.0]octane-2-carboxylate ClC=1N=C(C=2N(C1)N=CC2)O[C@]2([C@@H]1CCCN([C@@H]1C2)C(=O)OCC2=CC=CC=C2)C |&1:11|